1-(3-(3-Chlorobenzylcarbamoyl)-4-fluorobenzyl)-5-fluoroquinazoline-2,4(1H,3H)-dione ClC=1C=C(CNC(=O)C=2C=C(CN3C(NC(C4=C(C=CC=C34)F)=O)=O)C=CC2F)C=CC1